Br[Ru]Br dibromoruthenium (II)